FC(C(=O)O)CC1=NC=C(C=C1)F α,5-difluoro-2-pyridinepropanoic acid